N-((1S,3S,3aR,8bS)-3a-(4-chlorophenyl)-3-(3-fluorophenyl)-8b-hydroxy-6,8-dimethoxy-2,3,3a,8b-tetrahydro-1H-cyclopenta[b]benzofuran-1-yl)-4-methylpiperazine-1-carboxamide ClC1=CC=C(C=C1)[C@@]12OC3=C([C@@]1([C@H](C[C@H]2C2=CC(=CC=C2)F)NC(=O)N2CCN(CC2)C)O)C(=CC(=C3)OC)OC